(1aS,2R,3R,11S,11aR)-8-(benzyloxy)-2,11-dimethyl-7,9-dioxo-N-(2,4,6-trifluorobenzyl)-1a,2,7,9,11,11a-hexahydro-1H-3,10-methanocyclopropa[g]pyrido[1,2-b][1,2,5]triazonine-6-carboxamide C(C1=CC=CC=C1)OC=1C(C(=CN2N3[C@@H]([C@@H]4[C@H]([C@@H](N(C(C21)=O)C3)C)C4)C)C(=O)NCC4=C(C=C(C=C4F)F)F)=O